FC(OC=1C=C(OCC(=O)O)C=CC1)(F)F 2-(3-(trifluoromethoxy)phenoxy)acetic acid